[Si](C)(C)(C(C)(C)C)OC1CC2CN(CC(C1)N2C2=NC=1CCN(CC1C=C2)C(CC2CCCC2)=O)C(=O)OC(C)(C)C tert-butyl 7-((tert-butyldimethylsilyl)oxy)-9-(6-(2-cyclopentylacetyl)-5,6,7,8-tetrahydro-1,6-naphthyridin-2-yl)-3,9-diazabicyclo[3.3.1]nonane-3-carboxylate